2-(2-(5-amino-7-fluoroimidazo[1,2-c]quinazoline-2-carbonyl)-1,2,3,4-tetrahydroisoquinolin-6-yl)-N-(pyridin-2-yl)acetamide NC1=NC=2C(=CC=CC2C=2N1C=C(N2)C(=O)N2CC1=CC=C(C=C1CC2)CC(=O)NC2=NC=CC=C2)F